C(C1=CC=CC=C1)O[C@H]1CN(CC1)C(C)(C#C)C (R)-3-(benzyloxy)-1-(2-methylbut-3-yn-2-yl)pyrrolidine